O1C(CCC1)C=1SC(=CN1)C(=O)O 2-(tetrahydro-furan-2-yl)thiazole-5-carboxylic acid